FC1=C(C(=C(C(=C1F)S(N)(=O)=O)F)F)S(=O)(=O)CCC(=O)O 3-((2,3,5,6-tetrafluoro-4-sulfamoylphenyl)sulfonyl)propanoic acid